CC1=CC=C(C=C1)S(=O)(=O)O.FC1=C(CCC2CNC2)C=CC(=C1)C(F)(F)F 3-(2-fluoro-4-(trifluoromethyl)phenethyl)azetidine 4-methylbenzenesulfonate